tert-Butyl (1R,5S,6r)-6-(diethylcarbamoyl)-3-azabicyclo[3.1.0]hexane-3-carboxylate C(C)N(C(=O)C1[C@H]2CN(C[C@@H]12)C(=O)OC(C)(C)C)CC